2-ethylhexyl-phosphonic acid mono(2-ethylhexyl)phosphonate C(C)C(COP(O)=O)CCCC.C(C)C(CP(O)(O)=O)CCCC